C1(CC1)N[C@H]1CN(CC1)C=1N=CC(=NC1)C(=O)NC1=CC2=CN(N=C2C=C1OCC1CCOCC1)C (R)-5-(3-(cyclopropylamino)pyrrolidin-1-yl)-N-(2-methyl-6-((tetrahydro-2H-pyran-4-yl)methoxy)-2H-indazol-5-yl)pyrazine-2-carboxamide